C([C@H]([C@@H]([C@@H]([C@H](C=O)O)O)O)O)OP(=O)(O)O The molecule is the ring-opened aldehydo-form of D-galactose 6-phosphate. It has a role as a metabolite. It derives from an aldehydo-D-galactose. It is a conjugate acid of an aldehydo-D-galactose 6-phosphate(2-).